1-(triphenylmethyl)imidazol-4-ylboronic acid C1(=CC=CC=C1)C(N1C=NC(=C1)B(O)O)(C1=CC=CC=C1)C1=CC=CC=C1